1-(1,4-dioxa-8-azaspiro[4.5]decan-8-yl)butane-1,3-dione O1CCOC12CCN(CC2)C(CC(C)=O)=O